C(C)(C)(C)OC(CN(CC(=O)OC(C)(C)C)CCCCCNC(C1=C(C=C(C=C1)NC=1C=2N(C=CN1)C(=CN2)C2=C(C(=C(C=C2)OC)F)F)CC)=O)=O tert-butyl 2-[(2-tert-butoxy-2-oxo-ethyl)-[5-[[4-[[3-(2,3-difluoro-4-methoxy-phenyl)imidazo[1,2-a]pyrazin-8-yl]amino]-2-ethyl-benzoyl]amino]pentyl]amino]acetate